ClC1=CC(=C(C=C1)NC(=O)N[C@H]1C(N(CC1)C1=C(C(=C(C=C1)C1=C(C=CC=C1)P(=O)(C)C)F)F)=O)F (R)-1-(4-chloro-2-fluorophenyl)-3-(1-(2'-(dimethylphosphoryl)-2,3-difluoro-[1,1'-biphenyl]-4-yl)-2-oxopyrrolidin-3-yl)urea